5-(2'-hydroxyethyl)amino-2-methylphenol OCCNC=1C=CC(=C(C1)O)C